CC(CCC(=O)O)(C)SSC 4-Methyl-4-(methyldisulfanyl)pentanoic acid